S1C2=C(C=C1NC(C1=C(C=CC=C1)NS(=O)(=O)C1=CC(=CC=C1)OC)=O)C=CC=C2 N-(Benzo[b]thiophen-2-yl)-2-((3-methoxyphenyl)sulfonamido)benzamid